ClC1=CC(=C(C=C1)C1(OC(C2=C(O1)C=CC=C2)N2C=CN(S2(O)O)CC2=NC1=C(N2C[C@H]2OCC2)C=C(C=C1)C(=O)O)C)F 2-((5-(2-(4-chloro-2-fluorophenyl)-2-methylbenzo[d][1,3]dioxan-4-yl)-1,1-dihydroxy-1,2,5-thiadiazol-2(5H)-yl)methyl)-1-(((S)-oxetan-2-yl)methyl)-1H-benzo[d]imidazole-6-carboxylic acid